6,7-dimethoxyquinazoline-2,4(1H,3H)-dione COC=1C=C2C(NC(NC2=CC1OC)=O)=O